ethyl-(oxadiazine) C(C)C1=NNOC=C1